Methyl ((2S)-1-(6-(((S)-1-(cyclopropylamino)-6,6-difluoro-1,2-dioxoheptan-3-yl)carbamoyl)-7-azaspiro[3.5]nonan-7-yl)-3,3-dimethyl-1-oxobutan-2-yl)carbamate C1(CC1)NC(C([C@H](CCC(C)(F)F)NC(=O)C1CC2(CCC2)CCN1C([C@H](C(C)(C)C)NC(OC)=O)=O)=O)=O